C1(CC1)[C@@H](C)NC1=NN2C(C=N1)=C(C=C2)C=2C=CC=1N(C2)C(=CN1)C(=O)N1CCCC1 (R)-(6-(2-((1-cyclopropylethyl)amino)pyrrolo[2,1-f][1,2,4]triazin-5-yl)imidazo[1,2-a]pyridin-3-yl)(pyrrolidin-1-yl)methanone